3-benzyl-3-azabicyclo[3.2.1]octane-1-carboxylic acid C(C1=CC=CC=C1)N1CC2(CCC(C1)C2)C(=O)O